1-(11-Phenylundecanoyl)azetidin-3-yl dihydrogen phosphate P(=O)(OC1CN(C1)C(CCCCCCCCCCC1=CC=CC=C1)=O)(O)O